FC=1C=C2C(C(=CN(C2=NC1N1CC(C1)NC(=O)C1=NC=C(C=C1)OC)C=1SC=CN1)C(=O)O)=O 6-fluoro-7-[3-(5-methoxypyridine-2-amido)azetidin-1-yl]-4-oxo-1-(1,3-thiazol-2-yl)-1,4-dihydro-1,8-naphthyridine-3-carboxylic acid